ClCC=1C=CC(=NC1)C1=CC=C(C=C1)C(F)(F)F 5-(chloromethyl)-2-(4-(trifluoromethyl)phenyl)pyridine